1-(3-((2-((3S,4R)-3-fluoro-4-hydroxy-3-methylpiperidin-1-yl)pyrimidin-4-yl)amino)-5-isopropylisoquinolin-8-yl)-3-methylazetidine-3-carbonitrile F[C@]1(CN(CC[C@H]1O)C1=NC=CC(=N1)NC=1N=CC2=C(C=CC(=C2C1)C(C)C)N1CC(C1)(C#N)C)C